1-(5-(6',8'-dihydrospiro[chromane-4,9'-pyrido[3',2':4,5]imidazo[2,1-c][1,4]oxazin]-2'-yl)pyrimidin-2-yl)azetidin-3-ol N1=C(C=CC=2N=C3COCC4(N3C21)CCOC2=CC=CC=C24)C=2C=NC(=NC2)N2CC(C2)O